FC=1C=CC(=C(C1)N1CCN(CC1)CCO)[N+](=O)[O-] 2-(4-(5-fluoro-2-nitrophenyl)piperazin-1-yl)ethanol